copper 1-phenylpentane-1,3-dione C1(=CC=CC=C1)C(CC(CC)=O)=O.[Cu]